[Hf].C(CCOC1=C(C=CC=C1Cl)C=1C(=C(C=C(C1)C(C)(CC(C)(C)C)C)N1C2=CC=C(C=C2C=2C=C(C=CC12)C(C)(C)C)C(C)(C)C)O)OC1(C(=CC(=CC1N1C2=CC=C(C=C2C=2C=C(C=CC12)C(C)(C)C)C(C)(C)C)C(C)(CC(C)(C)C)C)C1=CC(=CC=C1)Cl)O 2',2''-(propane-1,3-diylbis(oxy))bis(3-(3,6-di-tert-butyl-9H-carbazol-9-yl)-3'-chloro-5-(2,4,4-trimethylpentan-2-yl)biphenyl-2-ol) hafnium